(S)-2,2-difluorocyclopropane-1-carboxamide FC1([C@@H](C1)C(=O)N)F